N-(4-(6-amino-3-azabicyclo[3.1.0]hexane-3-carbonyl)-3-chlorophenyl)-5-(1-(2,2-difluorocyclopropyl)-3-(trifluoromethyl)-1H-pyrazol-4-yl)-1-methyl-1H-imidazole-2-carboxamide formate C(=O)O.NC1C2CN(CC12)C(=O)C1=C(C=C(C=C1)NC(=O)C=1N(C(=CN1)C=1C(=NN(C1)C1C(C1)(F)F)C(F)(F)F)C)Cl